NC12CC(C1)(C2)CC(C)(O)C 1-{3-aminobicyclo[1.1.1]pentan-1-yl}-2-methylpropan-2-ol